2-(3-bromopropane-1-yn-1-yl)-4-methoxypyridine BrCC#CC1=NC=CC(=C1)OC